C(C=1C(=C(C(=C(C1)O)O)O)CC1=CC(=C(C(=C1)C)O)C)C=1C(=C(C(=C(C1)O)O)O)CC1=CC(=C(C(=C1)C)O)C methylenebis[4-[(4-hydroxy-3,5-dimethylphenyl)methyl]-1,2,3-benzenetriol]